methanethiosulfonic acid S-tert-butyl ester C(C)(C)(C)SS(=O)(=O)C